C1(CCCCC1)NC(N(C)C1=NC2=CC(=CC=C2N=C1)C=1C=NC(=CC1)OCCCN(C)C)=O 3-cyclohexyl-1-(7-(6-(3-(dimethylamino)propoxy)pyridin-3-yl)quinoxalin-2-yl)-1-methylurea